C1=CN=C(C=N1)C(=O)[O-] The molecule is a monocarboxylic acid anion that is the conjugate base of pyrazine-2-carboxylic acid, obtained by deprotonation of the carboxy group. It is a conjugate base of a pyrazine-2-carboxylic acid.